1,14,27-tribenzyl 14-(2,5-dioxopyrrolidin-1-yl) heptacosane-1,14,14,27-tetracarboxylate C(CCCCCCCCCCCCC(CCCCCCCCCCCCCC(=O)OCC1=CC=CC=C1)(C(=O)OCC1=CC=CC=C1)C(=O)ON1C(CCC1=O)=O)C(=O)OCC1=CC=CC=C1